FC=1C(=CC=2N(C(C(=C(N2)C(F)(F)F)C=2C=NN(C2)CC(C(F)(F)F)(F)F)=O)C1)OC 7-fluoro-8-methoxy-3-[1-(2,2,3,3,3-pentafluoropropyl)-1H-pyrazol-4-yl]-2-(trifluoromethyl)-4H-pyrido[1,2-a]pyrimidin-4-one